3-(4-tert-butyl-1-pyridyl)-1-propanesulfonate C(C)(C)(C)C1=CCN(C=C1)CCCS(=O)(=O)[O-]